18-Hydroxy-octacosanoic acid OC(CCCCCCCCCCCCCCCCC(=O)O)CCCCCCCCCC